tert-butyl 5-(3,4-dihydro-2H-1,4-benzoxazin-8-yl)-3,6-dihydro-2H-pyridine-1-carboxylate O1CCNC2=C1C(=CC=C2)C2=CCCN(C2)C(=O)OC(C)(C)C